2-bromo-1,4-bis(trifluoromethyl)benzene BrC1=C(C=CC(=C1)C(F)(F)F)C(F)(F)F